C(C)(C)(C)OC(=O)N1[C@H]2CC(C[C@@H]1CC2)NC (1R,3R,5S)-3-(methylamino)-8-azabicyclo[3.2.1]Octane-8-carboxylic acid tert-butyl ester